OC(C(CC)=O)(C1=CC=CC=C1)O dihydroxyphenylbutanone